C(C)(C)(C)OC(=O)N1CC2(C1)CC(C2)=CC2=NC=C(C=C2F)C(F)(F)F 6-[[3-fluoro-5-(trifluoromethyl)-2-pyridinyl]methylene]-2-azaspiro[3.3]heptane-2-carboxylic acid tert-butyl ester